N1=CC=C(C=C1)N1C=NC=C1C(=O)O 3-(pyridin-4-yl)imidazole-4-carboxylic acid